C1(=CC=CC=C1)N(C=1C=CC2=C(OC3=C2C=C(C=C3)C3=NC=CC=C3B3OC(C(O3)(C)C)(C)C)C1)C1=CC=CC=C1 N,N-diphenyl-8-(3-(4,4,5,5-tetramethyl-1,3,2-dioxaborolan-2-yl)pyridin-2-yl)dibenzo[b,d]furan-3-amine